C(#N)C(C)(C)C1=CC=2N(C=C1)C(=CN2)C2=CC(=C(C(=O)NCC1COCC1)C(=C2)OC)OC(F)F 4-[7-(1-cyano-1-methyl-ethyl)imidazo[1,2-a]pyridin-3-yl]-2-(difluoromethoxy)-6-methoxy-N-(tetrahydrofuran-3-ylmethyl)benzamide